5-(2-fluorobenzyl)-1H-1,2,4-triazole-3-carboxamide FC1=C(CC2=NC(=NN2)C(=O)N)C=CC=C1